pentamethylpropylenediamine dichloride [Cl-].[Cl-].CC(C(C(N)(C)C)(N)C)C